(S)-2-((((9H-fluoren-9-yl)methoxy)carbonyl)amino)-3-(4-ethoxyphenyl)propanoic acid C1=CC=CC=2C3=CC=CC=C3C(C12)COC(=O)N[C@H](C(=O)O)CC1=CC=C(C=C1)OCC